CC(N(C)C)CC1=CNC2=CC=CC=C12 trimethyltryptamine